N-[4-(4-Chloroimidazol-1-yl)-3-methoxy-phenyl]-4-[4-(trifluoromethyl)phenyl]-5,6-dihydroimidazo[1,2-b][1,2,4]triazol-2-amine ClC=1N=CN(C1)C1=C(C=C(C=C1)NC=1N=C2N(N1)CCN2C2=CC=C(C=C2)C(F)(F)F)OC